2-((4-(3-fluorophenoxy)-6-(trifluoromethyl)pyrimidin-2-yl)thio)-N-((4-ethylphenyl)carbamoyl)acetamide FC=1C=C(OC2=NC(=NC(=C2)C(F)(F)F)SCC(=O)NC(NC2=CC=C(C=C2)CC)=O)C=CC1